17-((R)-5-cyanopentan-2-yl)-10,13-dimethylhexadecahydro-1H-cyclopenta[a]phenanthrene-3,7-diyl diacetate C(C)(=O)OC1CCC2(C3CCC4(C(CCC4C3C(CC2C1)OC(C)=O)[C@H](C)CCCC#N)C)C